NC=1C(=CC(=C(C1)C1=CC2=C(N=C(N=C2)N(C)CC2=CC=C(C=C2)OC)N=C1)C)F 6-(5-amino-4-fluoro-2-methylphenyl)-N-(4-methoxybenzyl)-N-methylpyrido[2,3-d]pyrimidin-2-amine